4-(4-(1H-indol-3-yl)thiophen-2-yl)-N-hydroxy-4-oxobutanamide N1C=C(C2=CC=CC=C12)C=1C=C(SC1)C(CCC(=O)NO)=O